(8-(((3R,5S)-adamantan-1-yl) amino)-8-oxooctyl) carbamate C(N)(OCCCCCCCC(=O)NC12CC3CC(CC(C1)C3)C2)=O